C(C1=CC=CC=C1)OC(=O)C(CCCCCC)CC Nonane-7-carboxylic acid benzyl ester